(4-((3-(7-(((1r,4r)-4-aminocyclohexyl)amino)-3-((trifluoromethyl)thio)pyrazolo[1,5-a]pyridin-2-yl)prop-2-yn-1-yl)amino)-3-methoxyphenyl)dimethylphosphine oxide NC1CCC(CC1)NC1=CC=CC=2N1N=C(C2SC(F)(F)F)C#CCNC2=C(C=C(C=C2)P(C)(C)=O)OC